2-(6-{5-chloro-2-[(oxacyclohex-4-yl)amino]pyrimidin-4-yl}-1-oxo-2,3-dihydro-1H-isoindol-2-yl)-N-(5-cyano-2,3-dihydro-1H-inden-1-yl)acetamide ClC=1C(=NC(=NC1)NC1CCOCC1)C1=CC=C2CN(C(C2=C1)=O)CC(=O)NC1CCC2=CC(=CC=C12)C#N